N-(2-methoxyphenyl)ethanethioamide COC1=C(C=CC=C1)NC(C)=S